1-(2-(2-(2-aminopropoxy)ethoxy)propoxy)propane-2-amine NC(COCCOC(COCC(C)N)C)C